CC1=CC(=CC=2N(C(=NC21)[C@@H](CC)Br)C[C@H]2OCC2)C(=O)OC2(COC2)C2=NC(=CC(=C2)C)Br 3-(6-bromo-4-methylpyridin-2-yl)oxetan-3-ol methyl-2-((R)-1-bromopropyl)-1-(((S)-oxetan-2-yl)methyl)-1H-benzo[d]imidazole-6-carboxylate